6-(benzo[d][1,3]dioxol-5-ylmethyl)-1,4-dimethyl-6-(trityldisulfaneyl)piperazine-2,3,5-trione O1COC2=C1C=CC(=C2)CC2(C(N(C(C(N2C)=O)=O)C)=O)SSC(C2=CC=CC=C2)(C2=CC=CC=C2)C2=CC=CC=C2